BrC=1C=C(N(C1)C)C(=O)N[C@H](C)C1=CC=CC2=CC=CC=C12 4-bromo-1-methyl-N-[(1R)-1-(1-naphthyl)ethyl]pyrrole-2-carboxamide